2-methyl-6-[(3'R,7a'S)-5'-oxo-3'-phenyltetrahydro-1H,5'H-spiro[piperidine-4,6'-pyrrolo[2,1-b][1,3]oxazol]-1-yl]pyridine-3-carbonitrile CC1=NC(=CC=C1C#N)N1CCC2(C[C@@H]3OC[C@H](N3C2=O)C2=CC=CC=C2)CC1